ClC1=NC=C(C(=C1)NCC1(COC1)COC1=C(C=NN1C)C1=NC=CC(=N1)N)C#CC=1C=NN(C1)CC(F)(F)F 2-(5-((3-(((2-Chloro-5-((1-(2,2,2-trifluoroethyl)-1H-pyrazol-4-yl)ethynyl)pyridin-4-yl)amino)methyl)oxetan-3-yl)methoxy)-1-methyl-1H-pyrazol-4-yl)pyrimidin-4-amine